1-(2-[3-[5-chloro-2-(difluoromethoxy)phenyl]-4-[pyrazolo[1,5-a]pyrimidin-3-ylamino]-1H-pyrazol-1-yl]acetyl)-4-methylpiperidine-4-carboxylic acid ClC=1C=CC(=C(C1)C1=NN(C=C1NC=1C=NN2C1N=CC=C2)CC(=O)N2CCC(CC2)(C(=O)O)C)OC(F)F